C(C)OC(CCCCCCN1C(C(CC1=O)CC1=C(C=CC=C1)Cl)=O)=O (E)-7-(3-(2-chlorobenzyl)-2,5-dioxopyrrolidinyl)heptanoic acid ethyl ester